C(C)(C)OC=1C(=NC=CC1)C(=O)O 3-isopropoxypicolinic acid